4-(imidazo[1,2-a]pyrazin-3-yl)-7-((5-(4-methyl-3-oxopiperazin-1-yl)pyridin-2-yl)amino)isoindolin-1-one N=1C=C(N2C1C=NC=C2)C2=C1CNC(C1=C(C=C2)NC2=NC=C(C=C2)N2CC(N(CC2)C)=O)=O